4-cyano-2,3-dihydrobenzofuran-7-yl-2,8-dimethyl-5-trifluoromethoxy-1,4-dihydro-1,6-naphthyridine-3-carboxylate C(#N)C1=CC=C(C2=C1CCO2)OC(=O)C2=C(NC1=C(C=NC(=C1C2)OC(F)(F)F)C)C